NC1=C2N=CN(C2=NC(=N1)F)[C@H]1C[C@@H]([C@@](O1)(C#C)CO[P@](=O)(OC1=CC=CC=C1)N[C@@H](CC1=CC=CC=C1)C(=O)OC(C)C)OC(=O)OCCCCCC Isopropyl ((S)-(((2R,3S,5R)-5-(6-amino-2-fluoro-9H-purin-9-yl)-2-ethynyl-3-(((hexyloxy)carbonyl)oxy)tetrahydro-furan-2-yl)methoxy)(phenoxy)phosphoryl)-L-phenylalaninate